11-chloro-9-fluoro-7-(((2R,7aS)-2-fluorotetrahydro-1H-pyrrolizin-7a(5H)-yl)methoxy)-1,3,4,13,14,14a-hexahydro-2H-pyrazino[1',2':5,6][1,5]oxazocino[4,3,2-de]quinazoline ClC1=C2C3=C(N=C(N=C3C(=C1)F)OC[C@]13CCCN3C[C@@H](C1)F)N1C(CCO2)CNCC1